CC=1C(C2=CC=CC=C2C1)C1=C(C=CC=C1)C=1CC2=CC=CC=C2C1C1=CC=CC=C1 2-methyl-1-(2-(3-phenyl-1H-inden-2-yl)phenyl)-1H-indene